ClC1=CC(=C(C=C1)COC1=NN(C=C1)C1CCN(CC1)CC=1N(C2=C(N1)C=CC(=C2)C(=O)OC)CC=2N(C=NC2)CC)F methyl 2-[[4-[3-[(4-chloro-2-fluoro-phenyl)methoxy]pyrazol-1-yl]-1-piperidyl]methyl]-3-[(3-ethylimidazol-4-yl)methyl]benzimidazole-5-carboxylate